N1(CCNCC1)CCCN1C2=C(C3=CC=C(C=C13)O)C=CN=C2C(F)(F)F 9-(3-(piperazin-1-yl)propyl)-1-(trifluoromethyl)-9H-pyrido[3,4-b]indol-7-ol